3-(trans-4-{[7-(fluoromethoxy)-4-quinazolinyl]oxy}cyclohexyl)-1-[5-(trifluoromethyl)-3-pyridinyl]-2,4-imidazolidinedione FCOC1=CC=C2C(=NC=NC2=C1)O[C@@H]1CC[C@H](CC1)N1C(N(CC1=O)C=1C=NC=C(C1)C(F)(F)F)=O